Tert-butyl 6-((diphenoxyphosphoryl) hydroxy)-3,4-dihydropyridine-1(2H)-carboxylate O(C1=CC=CC=C1)P(=O)(OC1=CC=CC=C1)OC1=CCCCN1C(=O)OC(C)(C)C